C(CC)NCCC DIPROPYLAMIN